C(C)(C)(C)OC(=O)C1COC[C@H](N1)C=1C=C(C=C2CCN(CC12)C(=O)N1[C@H](COCC1)C)C=1C=C2C(=NC1)NC=C2Cl (R)-3-(6-(3-chloro-1H-pyrrolo[2,3-b]pyridin-5-yl)-2-((S)-3-Methylmorpholine-4-carbonyl)-1,2,3,4-tetrahydroisoquinolin-8-yl)morpholine-5-carboxylic acid tert-butyl ester